N-(5-((6-((R)-3-(2,3-difluorophenyl)isoxazolidine-2-yl)pyrimidine-4-yl)amino)-2-(4-((S)-3,4-dimethylpiperazine-1-yl)piperidine-1-yl)-4-methoxyphenyl)acrylamide FC1=C(C=CC=C1F)[C@@H]1N(OCC1)C1=CC(=NC=N1)NC=1C(=CC(=C(C1)NC(C=C)=O)N1CCC(CC1)N1C[C@@H](N(CC1)C)C)OC